2,8-difluoro-4-isopropyl-3,4-dihydro-2H-benzo[b][1,4]oxazin FC1CN(C2=C(O1)C(=CC=C2)F)C(C)C